C(C)(C)(C)OC(=O)N1C2CN(CC1C2)C2=NC=C(C=C2)C=2C=1N(C=C(C2)OCC(C)(C)O)N=CC1Cl 3-(5-(3-chloro-6-(2-hydroxy-2-methylpropyloxy)pyrazolo[1,5-a]pyridin-4-yl)pyridin-2-yl)-3,6-diazabicyclo[3.1.1]heptane-6-carboxylic acid tert-butyl ester